((2R,3S,4R,5R)-5-(6-amino-2-chloro-9H-purin-9-yl)-3-hydroxy-4-methyltetrahydrofuran-2,4-diyl)dimethanol NC1=C2N=CN(C2=NC(=N1)Cl)[C@H]1[C@]([C@@H]([C@H](O1)CO)O)(C)CO